(2R,3S)-2-(3-(6-chloro-3-(1-(difluoromethyl)-1H-pyrazol-4-yl)-1H-indazol-1-yl)propyl)piperidin-3-ol dihydrochloride Cl.Cl.ClC1=CC=C2C(=NN(C2=C1)CCC[C@H]1NCCC[C@@H]1O)C=1C=NN(C1)C(F)F